5-((4,6-difluoro-5-(4'-((2-hydroxyethoxy)methyl)-[1,1'-biphenyl]-4-yl)-1H-benzo[d]imidazol-2-yl)oxy)-2-methylbenzoic acid FC1=C(C(=CC=2NC(=NC21)OC=2C=CC(=C(C(=O)O)C2)C)F)C2=CC=C(C=C2)C2=CC=C(C=C2)COCCO